1-(4-aminoindolin-1-yl)-2-((2-methyl-5-(3-methyl-1,2,4-thiadiazol-5-yl)phenyl)amino)ethan-1-one NC1=C2CCN(C2=CC=C1)C(CNC1=C(C=CC(=C1)C1=NC(=NS1)C)C)=O